Propyl-6-methyl-4,5-dihydropyridazin C(CC)C1=NN=C(CC1)C